CC1=NN=C2N1C=CN=C2CNCC=2C=NC=NC2 1-(3-methyl-[1,2,4]triazolo[4,3-a]pyrazin-8-yl)-N-(pyrimidin-5-ylmethyl)methylamine